CC1C(=CC2=CC=CC=C12)[Zr]C1(C(=C(C(=C1C)C)C)C)C (1-methylindenyl)(pentamethyl-cyclopentadienyl)zirconium